FC12CC(C(CC1)(CC2)C(=O)O)=O 4-fluoro-2-oxobicyclo[2.2.2]octane-1-carboxylic acid